2,2'-bis(diphenylphosphinomethyl)-1,1'-binaphthyl C1(=CC=CC=C1)P(C1=CC=CC=C1)CC1=C(C2=CC=CC=C2C=C1)C1=C(C=CC2=CC=CC=C12)CP(C1=CC=CC=C1)C1=CC=CC=C1